NC=1C=NN(C1)C(C)C1CN(C1)C(=O)OC(C)(C)C tert-butyl 3-(1-(4-amino 1H-pyrazol-1-yl)ethyl)azetidine-1-carboxylate